Methyl 4-(4-((4-(3-((4-((tert-butoxycarbonyl)amino)piperidin-1-yl)sulfonyl)-phenyl)piperidin-1-yl)methyl)piperidin-1-yl)-2-cyanobenzoate C(C)(C)(C)OC(=O)NC1CCN(CC1)S(=O)(=O)C=1C=C(C=CC1)C1CCN(CC1)CC1CCN(CC1)C1=CC(=C(C(=O)OC)C=C1)C#N